(R)-4-(7-(1-ethyl-1H-1,2,3-triazol-5-yl)-3-(3-methyl-1H-pyrazol-5-yl)isothiazolo[4,5-b]pyridin-5-yl)-3-methylmorpholine C(C)N1N=NC=C1C1=C2C(=NC(=C1)N1[C@@H](COCC1)C)C(=NS2)C2=CC(=NN2)C